ClC1=C(C(=CC=C1)F)N1C=2N(C3=C(C1=O)C=NC(=N3)NC3=CC=C1C(CN(CC1=C3)C)(C)C)CCN2 6-(2-Chloro-6-fluorophenyl)-2-((2,4,4-trimethyl-1,2,3,4-tetrahydroisoquinolin-7-yl)amino)-8,9-dihydroimidazo[1,2-a]pyrimido[5,4-e]pyrimidin-5(6H)-one